methyl 2-((2-(2,6-difluoro-4-(methylcarbamoyl) phenyl)-7-methylimidazo[1,2-a]pyridin-3-yl) methyl)-1,4-oxazepan-4-carboxylate FC1=C(C(=CC(=C1)C(NC)=O)F)C=1N=C2N(C=CC(=C2)C)C1CC1OCCCN(C1)C(=O)OC